7-(3-(1-((1-fluorocyclopentyl)methyl)-1H-pyrazol-4-yl)-6-methylpyridin-2-yl)-3-(trifluoromethyl)quinoline FC1(CCCC1)CN1N=CC(=C1)C=1C(=NC(=CC1)C)C1=CC=C2C=C(C=NC2=C1)C(F)(F)F